3,5-diethoxy-4-hydroxybenzaldehyde C(C)OC=1C=C(C=O)C=C(C1O)OCC